O=C1NCCC(C1)C(=O)OC methyl 2-oxopiperidin-4-carboxylate